(Z)-3-(4-hydroxyphenyl)-2-(4'-(1-phenyl-1H-benzo[d]imidazol-2-yl)-[1,1'-biphenyl]-4-yl)acrylonitrile OC1=CC=C(C=C1)\C=C(/C#N)\C1=CC=C(C=C1)C1=CC=C(C=C1)C1=NC2=C(N1C1=CC=CC=C1)C=CC=C2